3-((7-(1-(azetidin-3-ylmethyl)-5-chloro-1H-indol-7-yl)thieno[3,2-b]pyridin-2-yl)methyl)-6,6-dimethyl-3-azabicyclo[3.1.0]hexane-2,4-dione trifluoroacetate FC(C(=O)O)(F)F.N1CC(C1)CN1C=CC2=CC(=CC(=C12)C1=C2C(=NC=C1)C=C(S2)CN2C(C1C(C1C2=O)(C)C)=O)Cl